C[C@]12CC[C@@H](C([C@@H]1CC[C@@]3([C@@H]2CC=C4[C@]3(C[C@@H]([C@@]5([C@H]4CC(C[C@H]5OC(=O)C6=CC=CC=C6)(C)C)CO)O)C)C)(C)C)O[C@H]7[C@@H]([C@H]([C@@H](CO7)O)O[C@H]8[C@@H]([C@H]([C@@H]([C@H](O8)CO)O)O)O)O The molecule is a triterpenoid saponin that is 3beta,16beta,28-trihydroxyolean-12-ene substituted by a beta-benzoyloxy group at position 22 and a 3-O-(beta-D-glucopyranosyl)-beta-D-xylopyranosyl group at position 3 via a glycosidic linkage. Isolated from Glochidion eriocarpum, it exhibits cytotoxicity against human cancer cell lines. It has a role as an antineoplastic agent and a plant metabolite. It is a benzoate ester, a diol, a disaccharide derivative, a pentacyclic triterpenoid and a triterpenoid saponin. It derives from a hydride of an oleanane.